N1=CC(=CC(=C1)[C@H](C)NC=1C=C(C(=O)N[C@@H]2[C@H](CCCC2)O)C=CC1C)C=1C=NC=CC1 3-{[(1S)-1-([3,3'-bipyridyl]-5-yl)ethyl]amino}-N-[(1S,2S)-2-hydroxycyclohexyl]-4-methylbenzamide